C(C)OC(C1=C(C=CC=C1)S)=O (1-ethyl)2-mercaptobenzoate